2-Benzyloxycarbonylaminoethyl-4-t-butoxycarbonylaminoglutarate C(C1=CC=CC=C1)OC(=O)NCCOC(CCC(C(=O)[O-])NC(=O)OC(C)(C)C)=O